C(C=C)(=O)N1C[C@](CC1)(C1=C(C(=CC=C1F)Cl)Cl)NC1=CC=C2C(CN(C(C2=C1)=O)C)(C)C (S)-7-((1-acryloyl-3-(2,3-dichloro-6-fluorophenyl)pyrrolidin-3-yl)amino)-2,4,4-trimethyl-3,4-dihydroisoquinolin-1(2H)-one